((6-((4-(Dimethylamino)butanoyl)oxy)undecane-1,11-diyl)bis(sulfanediyl))bis(hexane-1,2-diyl) bis(3-cyclohexylpropanoate) C1(CCCCC1)CCC(=O)OC(CSCCCCCC(CCCCCSCC(CCCC)OC(CCC1CCCCC1)=O)OC(CCCN(C)C)=O)CCCC